C(C)(C)(C)OC(=O)N1[C@@H]2CN([C@H](C1)C2)C2=NC(=C(C=C2)[N+](=O)[O-])NC2=CC(=NC=C2)NC2CC2.C(CC)OCCOCCN 2-(2-propoxyethoxy)-1-aminoethane tert-butyl-(1S,4S)-5-{6-[(2-cyclopropylaminopyridin-4-yl)amino]-5-nitropyridin-2-yl}-2,5-diazabicyclo[2.2.1]heptane-2-carboxylate